(R)-1-(2,2,2-trichloroethyl) 4-(1-(4-(trifluoromethyl)phenyl)ethyl) 2-methylenesuccinate C=C(C(=O)OCC(Cl)(Cl)Cl)CC(=O)O[C@H](C)C1=CC=C(C=C1)C(F)(F)F